FC(C1=C(C=C2CCCN(C2=C1)C1=C2CN(CC2=CC(=C1)C1=CC(=NC=C1)OC1(CC=CC=C1)C)C=C)C=1C(=NN(C1)C)COC)F 1-{4-[7-(difluoromethyl)-6-[3-(methoxymethyl)-1-methylpyrazol-4-yl]-3,4-dihydro-2H-Quinolin-1-yl]-6-[2-(1-methylphenoxy)pyridin-4-yl]-1,3-dihydroisoindol-2-yl}ethylene